1-phenyl-3-(trifluoromethyl)-4,5-dihydro-1H-pyrazolo[4,3-f][1,4]oxazepin C1(=CC=CC=C1)N1N=C(C=2CNC=COC21)C(F)(F)F